phenyl-(m-tolyl)methanol C1(=CC=CC=C1)C(O)C=1C=C(C=CC1)C